ClC1=C(NC(=C1Cl)C)C(=O)N[C@H]1[C@H](CN(CC1)C1=NC=C(N=C1)C(C)(C)O)OC 3,4-dichloro-N-((3S,4R)-1-(5-(2-hydroxypropan-2-yl)pyrazin-2-yl)-3-methoxypiperidin-4-yl)-5-methyl-1H-pyrrole-2-carboxamide